3-methoxy-N-methyl-4-{[3-(4-{[(1S,4S)-4-{2-oxa-6-azaspiro[3.3]heptan-6-yl}cyclohexyl]amino}-1-(2,2,2-trifluoroethyl)-1H-indol-2-yl)prop-2-yn-1-yl]amino}benzamide COC=1C=C(C(=O)NC)C=CC1NCC#CC=1N(C2=CC=CC(=C2C1)NC1CCC(CC1)N1CC2(COC2)C1)CC(F)(F)F